C(C)(=O)N1CC2(C1)CC(C2)NC(=O)NC=2N=CC1=C(C(=C(C=C1C2)C2=C(C1=C(OCCN1)N=C2)C)F)N 1-(2-Acetyl-2-azaspiro[3.3]heptan-6-yl)-3-(8-amino-7-fluoro-6-(8-methyl-2,3-dihydro-1H-pyrido[2,3-b][1,4]oxazin-7-yl)isoquinolin-3-yl)urea